C1(CC1)C1=CC(=NN1)C1(NC(=NC2=CC=CC=C12)NC1=C2C=CNC2=CC=C1)N 4-(5-cyclopropyl-1H-pyrazol-3-yl)-N2-(1H-indol-4-yl)quinazoline-2,4-diamine